CP(=O)(C)C1=CC(=C(C=C1)NC(OC(C)(C)C)=O)OC tert-butyl (4-(dimethylphosphoryl)-2-methoxyphenyl)carbamate